(S)-3-fluoro-5-(((1-(trityl)icosane-2-yl)oxy)methyl)benzonitrile FC=1C=C(C#N)C=C(C1)CO[C@H](CC(C1=CC=CC=C1)(C1=CC=CC=C1)C1=CC=CC=C1)CCCCCCCCCCCCCCCCCC